[Br-].[C-]1(C=CC=C1)[N+](C)(C)C.[CH-]1C=CC=C1.[Fe+2] ferrocenyltrimethylammonium bromide